ETHYLENE DODECANOATE C(CCCCCCCCCCC)(=O)O.C=C